C(CCC)C=1C=C(C=C(C1O)CCCC)CCC(=O)OCC(COC(CCC1=CC(=C(C(=C1)CCCC)O)CCCC)=O)(COC(CCC1=CC(=C(C(=C1)CCCC)O)CCCC)=O)COC(CCC1=CC(=C(C(=C1)CCCC)O)CCCC)=O Pentaerythritol Tetrakis[3-(3,5-di-1-butyl-4-hydroxyphenyl)propionate]